OC1=NC=NC(=C1Cl)C(F)F 4-Hydroxy-5-chloro-6-difluoromethylpyrimidine